2-[6-[4-Chloro-3-(1,1-difluoroethyl)phenyl]-3-fluoro-pyrazolo[4,3-b]pyridin-1-yl]-1-(3-fluoroazetidin-1-yl)ethanone ClC1=C(C=C(C=C1)C=1C=C2C(=NC1)C(=NN2CC(=O)N2CC(C2)F)F)C(C)(F)F